FC=1C=C(C=CC1C#N)C1=C(C=CC(=C1)CN1CC2CNCC2C1)C=1C=C2C=NN(C2=CC1F)CC(C)(C)O 3-fluoro-2'-(6-fluoro-1-(2-hydroxy-2-methylpropyl)-1H-indazol-5-yl)-5'-((hexahydropyrrolo[3,4-c]pyrrol-2(1H)-yl)methyl)-[1,1'-biphenyl]-4-carbonitrile